CN1C(=NC=C1CO)Br (1-methyl-2-bromo-1H-imidazol-5-yl)methanol